C(C1=CC=CC=C1)O[C@H]1C[C@@H](NC1)C(=O)N(C1=CC=C(C=C1)S(F)(F)(F)(F)F)C(C(=O)NC1CCC(CC1)(F)F)C=1C=NC=C(C1)F (2R,4S)-4-benzyloxy-N-[2-[(4,4-difluorocyclohexyl)amino]-1-(5-fluoro-3-pyridyl)-2-oxo-ethyl]-N-[4-(pentafluoro-λ6-sulfanyl)phenyl]pyrrolidine-2-carboxamide